5-(1H-indazol-7-yl)-2-(6-(methyl(2,2,6,6-tetramethylpiperidin-4-yl)amino)pyridazin-3-yl)phenol N1N=CC2=CC=CC(=C12)C=1C=CC(=C(C1)O)C=1N=NC(=CC1)N(C1CC(NC(C1)(C)C)(C)C)C